5-(4-indolin-1-ylquinazolin-6-yl)pyrimidin-2-amine N1(CCC2=CC=CC=C12)C1=NC=NC2=CC=C(C=C12)C=1C=NC(=NC1)N